FC1=C(C=CC(=C1)F)S(=O)(=O)NC=1C(=NC=C(C1)C=1C=C2C(=NC=NC2=CC1)N1CCN(CC1)C(C=CC(C)=O)=O)OC(F)(F)F (L)-2,4-difluoro-N-(5-(4-(4-(4-oxopent-2-enoyl)piperazin-1-yl)quinazolin-6-yl)-2-(trifluoromethoxy)pyridin-3-yl)benzenesulfonamide